OCC(C)(C)NC1=NC(=C(C(=O)NC2=CC(=CC=C2)S(=O)(=O)CC(C)C)C=C1)N1CCC2(CC2)CC1 6-((1-hydroxy-2-methylpropan-2-yl)amino)-N-(3-(isobutylsulfonyl)phenyl)-2-(6-azaspiro[2.5]octan-6-yl)nicotinamide